NCCCCCC#N 6-aminocapronitrile